di-sec-butyl-2,6-diaminomethyl-bicyclo[2.2.1]heptane C(C)(CC)C1(C2(C(CC(C1)C2)CN)C(C)CC)CN